O=C1N(C(C2=C(C=CC=C12)OCCCCCCCCN1CCN(CC1)C1=CC(=C(C=C1)NC1=NN2C(C=N1)=CC=C2C=2C=C(C=CC2)NS(=O)(=O)C)OC)=O)C2C(NCCC2)=O N-(3-(2-((4-(4-(8-((1,3-dioxo-2-(2-oxopiperidin-3-yl)isoindoline-4-yl)oxy)octyl)piperazin-1-yl)-2-methoxyphenyl)amino)pyrrolo[2,1-f][1,2,4]triazin-7-yl)phenyl)methanesulfonamide